2-(4-isobutylphenyl)propionylmethanesulfonamide C(C(C)C)C1=CC=C(C=C1)C(C(=O)CS(=O)(=O)N)C